sodium valerate C(CCCC)(=O)[O-].[Na+]